methyl 2-(cyanomethyl)nicotinate C(#N)CC1=C(C(=O)OC)C=CC=N1